2-(acetylamino)ethyl 2-propenoate C(C=C)(=O)OCCNC(C)=O